5-Amino-3-[2-chloro-4-[2-[[3-(3,3-dimethylcyclobutyl)isoxazol-5-yl]amino]-2-oxo-ethyl]phenyl]-1-isopropyl-pyrazole-4-carboxamide NC1=C(C(=NN1C(C)C)C1=C(C=C(C=C1)CC(=O)NC1=CC(=NO1)C1CC(C1)(C)C)Cl)C(=O)N